Piperidin-1-yl-(7-(quinolin-3-yl)pyrazolo[1,5-a]pyridin-3-yl)methanone N1(CCCCC1)C(=O)C=1C=NN2C1C=CC=C2C=2C=NC1=CC=CC=C1C2